6-Chloro-1-(2,4-diisopropyl-3-pyridyl)-4-[(2S,5R)-2,5-dimethyl-4-prop-2-enoyl-piperazin-1-yl]-7-(2-fluoro-6-hydroxy-phenyl)pyrido[2,3-d]pyrimidin-2-one ClC1=CC2=C(N(C(N=C2N2[C@H](CN([C@@H](C2)C)C(C=C)=O)C)=O)C=2C(=NC=CC2C(C)C)C(C)C)N=C1C1=C(C=CC=C1O)F